N-methyl-N-decylanilinium [tetrakis(perfluorophenyl)borate] FC1=C(C(=C(C(=C1F)F)F)F)[B-](C1=C(C(=C(C(=C1F)F)F)F)F)(C1=C(C(=C(C(=C1F)F)F)F)F)C1=C(C(=C(C(=C1F)F)F)F)F.C[NH+](C1=CC=CC=C1)CCCCCCCCCC